sinapyl ferulate C(\C=C\C1=CC(OC)=C(O)C=C1)(=O)OC\C=C\C1=CC(OC)=C(O)C(OC)=C1